dipropylprop-2-yn-1-amine C(CC)C(C#C)(N)CCC